4-(4-((3,4-diaminophenyl)thio)phenyl)thiomorpholine 1,1-dioxide NC=1C=C(C=CC1N)SC1=CC=C(C=C1)N1CCS(CC1)(=O)=O